N-[2-(4-bromo-3-cyanophenyl)-5-chloro-3-fluoro-6-(3-methyl-[1,2,4]oxadiazol-5-yl)-pyridin-4-yl]-acetamide BrC1=C(C=C(C=C1)C1=NC(=C(C(=C1F)NC(C)=O)Cl)C1=NC(=NO1)C)C#N